ClC1=C(C=CC=C1F)[C@@H]1[C@@H](COC(C1)(C)C)C(=O)N1[C@H](CC2(CN(C2)C(C=C)=O)CC1)C 1-((S)-7-((3S,4S)-4-(2-chloro-3-fluorophenyl)-6,6-dimethyltetrahydro-2H-pyran-3-carbonyl)-6-methyl-2,7-diazaspiro[3.5]nonan-2-yl)prop-2-en-1-one